BrC=1C2=C(C(N(C1)C)=O)C(=CO2)C(=O)OC methyl 7-bromo-5-methyl-4-oxo-4,5-dihydrofuro[3,2-c]pyridin-3-carboxylate